5-amino-2-(1-ethyl-4-(trifluoromethyl)-1H-imidazol-2-yl)benzonitrile NC=1C=CC(=C(C#N)C1)C=1N(C=C(N1)C(F)(F)F)CC